O=C1NC(CCC1N1C(N(C2=C1C=C(C(=C2)C2C(CN(CC2)C(=O)OC(C)(C)C)(F)F)F)C)=O)=O tert-butyl 4-[1-(2,6-dioxo-3-piperidyl)-6-fluoro-3-methyl-2-oxo-benzimidazol-5-yl]-3,3-difluoro-piperidine-1-carboxylate